N-{3-carbamoyl-1-[1-(methylsulfonyl)piperidin-4-yl]-1H-pyrazol-4-yl}pyrazolo[1,5-a]pyrimidine-3-carboxamide C(N)(=O)C1=NN(C=C1NC(=O)C=1C=NN2C1N=CC=C2)C2CCN(CC2)S(=O)(=O)C